(1-methyl-3-(thiazol-4-yl)-1H-pyrazol-4-yl)boronic acid CN1N=C(C(=C1)B(O)O)C=1N=CSC1